9-[4-(4,4,5,5-tetramethyl-1,3,2-dioxaborolan-2-yl)phenyl]-9H-carbazole CC1(OB(OC1(C)C)C1=CC=C(C=C1)N1C2=CC=CC=C2C=2C=CC=CC12)C